11-hydroxy-10,13,16-trimethyl-3-oxo-6,7,8,9,10,11,12,13,14,15,16,17-dodecahydro-3H-cyclopenta[a]phenanthrene-17-yl 2-nitroisonicotinate [N+](=O)([O-])C=1C=C(C(=O)OC2C(CC3C4CCC5=CC(C=CC5(C4C(CC23C)O)C)=O)C)C=CN1